methyl 4-amino-1-(2,6-dimethyl-4-(trifluoromethyl)phenyl)-6-oxo-1,6-dihydropyrimidine-5-carboxylate NC=1N=CN(C(C1C(=O)OC)=O)C1=C(C=C(C=C1C)C(F)(F)F)C